C(C1=CC=CC=C1)OC=1C=C(C=CC1)CNCCOCCOCCNCCOC1=C(C=C2C=NC=NC2=C1)S(=O)(=O)C(C)(C)C 7-((1-(3-(benzyloxy)phenyl)-5,8-dioxa-2,11-diazatridecan-13-yl)oxy)-6-(tert-butylsulfonyl)quinazolin